methyl-[6-(tert-butoxycarbonyl)-6-azaspiro[2.5]oct-1-yl]-1-(2-methoxyethyl)-1H-benzimidazole-6-carboxylate CC1=CC(=CC=2N(C(=NC21)C2CC21CCN(CC1)C(=O)OC(C)(C)C)CCOC)C(=O)[O-]